C(#N)CN1N=C(C(=C1)C1=CN=C2N1C=CN=C2NC2=CC(=C(C(=O)NCC(=O)O)C=C2)CC)C(F)(F)F 2-[[4-[[3-[1-(cyanomethyl)-3-(trifluoromethyl)pyrazol-4-yl]imidazo[1,2-a]pyrazin-8-yl]amino]-2-ethyl-benzoyl]amino]acetic acid